arachidyl hexatriacontanoate C(CCCCCCCCCCCCCCCCCCCCCCCCCCCCCCCCCCC)(=O)OCCCCCCCCCCCCCCCCCCCC